Pentaerythritol tetra(3-lauryl thiopropionate) C(CCCCCCCCCCC)CCC(=S)OCC(COC(CCCCCCCCCCCCCC)=S)(COC(CCCCCCCCCCCCCC)=S)COC(CCCCCCCCCCCCCC)=S